(2S)-2-fluoro-2-[[(2S,5R)-3-methyl-7-oxo-2-[[(2,2,2-trifluoroacetyl)amino]methyl]-1,6-diazabicyclo[3.2.1]oct-3-en-6-yl]oxy]acetic acid lithium salt [Li+].F[C@@H](C(=O)[O-])ON1[C@@H]2C=C([C@H](N(C1=O)C2)CNC(C(F)(F)F)=O)C